COC1=CC=C(C=C1)NC=1C(=NC2=CC=CC=C2N1)C(=O)NCCCN1CCOCC1 3-((4-Methoxyphenyl)amino)-N-(3-morpholinopropyl)quinoxaline-2-carboxamide